(6Z,16Z)-12-((Z)-dec-4-en-1-yl)docosa-6,16-dien-11-yl (3-(pyrrolidin-1-yl)-propyl)carbamate N1(CCCC1)CCCNC(OC(CCC\C=C/CCCCC)C(CCC\C=C/CCCCC)CCC\C=C/CCCCC)=O